OCCN(C1=CC=C(C=C1)N)CCO N,N-bis(hydroxyethyl)-p-phenylenediamine